2-(3,5-dichloro-2-fluoro-4-(4-hydroxy-3-isopropylbenzyl)phenoxy)acetic acid ClC=1C(=C(OCC(=O)O)C=C(C1CC1=CC(=C(C=C1)O)C(C)C)Cl)F